cis-(3R)-1-(5-(2-([2,2'-bipyrimidin]-5-yl)cyclopropyl)-3-chloro-2-fluorophenyl)pyrrolidin-3-ol N1=C(N=CC(=C1)[C@@H]1[C@@H](C1)C=1C=C(C(=C(C1)N1C[C@@H](CC1)O)F)Cl)C1=NC=CC=N1